8-chloro-N-(4-cyclobutoxy-2-methylphenyl)quinolin-2-amine ClC=1C=CC=C2C=CC(=NC12)NC1=C(C=C(C=C1)OC1CCC1)C